2-cyclopropoxy-5-((4-(2-(methylsulfonyl)quinoxalin-6-yl)phenyl)(2,2,2-trifluoroethyl)amino)nicotinonitrile C1(CC1)OC1=C(C#N)C=C(C=N1)N(CC(F)(F)F)C1=CC=C(C=C1)C=1C=C2N=CC(=NC2=CC1)S(=O)(=O)C